ClC=1C(=NC(=C(C1)Cl)C1=CC=C(C=C1)SC(F)(F)F)C(=O)OC Methyl 3,5-dichloro-6-(4-((trifluoromethyl)thio) phenyl)picolinate